C(#N)C=1C=C(C=CC1)C=1N=C(SC1C1=CC(=NC(=C1)C)C)NC(=O)N1CC2N(C(C1)=O)CCCC2 N-[4-(3-cyanophenyl)-5-(2,6-dimethyl-4-pyridyl)thiazol-2-yl]-4-oxo-3,6,7,8,9,9a-hexahydro-1H-pyrido[1,2-a]pyrazine-2-carboxamide